C(C)(C)(C)NS(=O)(=O)C1=CC(=CC=C1)C1=CSC2=C1N=C(N=C2)NC2=CC=C(C=C2)CN2CCOCC2 N-tert-butyl-3-(2-(4-(morpholinomethyl)phenyl-amino)thieno[3,2-d]pyrimidin-7-yl)benzenesulfonamide